FC1=CC=C(C=C1)SC1=CC=CC=C1 phenyl (4-fluorophenyl) sulfide